2-(4-hydroxybenzyl)-1,3-dioxoisoindoline-5-carboxylic acid OC1=CC=C(CN2C(C3=CC=C(C=C3C2=O)C(=O)O)=O)C=C1